5-(4-(3-(7-fluoro-5-methyl-1-oxo-1,2-dihydroisoquinolin-3-yl)propionyl)piperazin-1-yl)pyridinecarbonitrile hydrochloride Cl.FC1=CC(=C2C=C(NC(C2=C1)=O)CCC(=O)N1CCN(CC1)C=1C=CC(=NC1)C#N)C